C(C)C1=C(C(=CC(=C1)CC)CC)S(=O)[O-].[Ca+2].FC([C@H](C)NN)(F)F.C(C)C1=C(C(=CC(=C1)CC)CC)S(=O)[O-] [(1S)-2,2,2-trifluoro-1-methyl-ethyl]hydrazine calcium 2,4,6-triethylbenzenesulfinate